4-[1-(3-azabicyclo[3.1.0]hexan-6-yl)-5-fluoro-3-methyl-imidazo[1,5-a]pyrazin-6-yl]-5-ethynyl-6-fluoro-naphthalen-2-ol C12CNCC2C1C=1N=C(N2C1C=NC(=C2F)C2=CC(=CC1=CC=C(C(=C21)C#C)F)O)C